COC(C1=CC=C(C=C1)CCC(=O)NC1=NC(=CN=C1)N1CC(CCC1)OC1=C(C=CC=C1)OCC)=O 4-(3-((6-(3-(2-ethoxyphenoxy)piperidin-1-yl)pyrazin-2-yl)amino)-3-oxopropyl)benzoic acid methyl ester